Diphenyl-bromomethane C1(=CC=CC=C1)C(Br)C1=CC=CC=C1